NC1=NC=2C=CC(=CC2C2=C1[C@H](OC2)C)C(=O)N(CC2=NC=C(C=C2)C(F)(F)F)C2CC2 (3R)-4-amino-N-cyclopropyl-3-methyl-N-((5-(trifluoromethyl)-2-pyridinyl)methyl)-1,3-dihydrofuro[3,4-c]quinoline-8-carboxamide